C12(CC3CC(CC(C1)C3)C2)P(C2=C(C=CC=C2)N2CCOCC2)C23CC1CC(CC(C2)C1)C3 Di(1-adamantyl)-2-morpholinophenylphosphine